C1(=CC=CC2=CC=CC=C12)[C@@H](C)NCCCC1=CC(=CC=C1)C(F)(F)F N-[(1R)-1-(1-naphthyl)ethyl]-3-[3-(trifluoromethyl)phenyl]propan-1-amine